N-(5-(((R)-hexahydropyrrolo[1,2-a]pyrazin-2(1H)-yl)methyl)pyridin-2-yl)pyrimidin C1[C@@H]2N(CCN1CC=1C=CC(=NC1)N1CN=CC=C1)CCC2